ClC1=CC(=C(COC=2SC=C(N2)C2=CC(=C(CC3=NC4=C(N3C[C@H]3OCC3)C=C(C=C4)C(=O)OC)C=C2F)F)C=C1)F methyl (S)-2-(4-(2-((4-chloro-2-fluorobenzyl)oxy)thiazol-4-yl)-2,5-difluorobenzyl)-1-(oxetan-2-ylmethyl)-1H-benzo[d]imidazole-6-carboxylate